6-(trifluoromethyl)-1,4-oxazepan-6-ol hydrochloride Cl.FC(C1(CNCCOC1)O)(F)F